C12(CC3(CC(CC(C1)(C3)N)(C2)N)N)N adamantane-1,3,5,7-tetraamine